5-(((2-((4-(methyl-d3)-3-oxo-1,2,3,4-tetrahydropyrido[2,3-b]pyrazin-6-yl)oxy)ethyl)amino)methyl)-3-(3-oxo-3,4-dihydro-2H-pyrazino[2,3-b][1,4]thiazin-6-yl)oxazolidin-2-one C(N1C2=C(NCC1=O)C=CC(=N2)OCCNCC2CN(C(O2)=O)C2=NC1=C(SCC(N1)=O)N=C2)([2H])([2H])[2H]